FC1=CC2=C(N=C(O2)NC=2OC3=C(N2)C=C(C=C3)F)C=C1C(=O)O 6-fluoro-2-(5-fluoro-1,3-benzoxazol-2-ylamino)-1,3-benzoxazole-5-carboxylic acid